tert-butyl-4-((2-(4-chlorophenyl)-4,4-dimethylcyclohex-1-enyl)methyl)piperazine C(C)(C)(C)N1CCN(CC1)CC1=C(CC(CC1)(C)C)C1=CC=C(C=C1)Cl